ClC1=NC=C(C(=O)NOC)C(=C1)NC=1C(=NC(=CC1)C)N(S(=O)(=O)C)C 6-chloro-N-methaneOxy-4-((6-methyl-2-(N-methylmethylsulfonamido)pyridin-3-yl)amino)nicotinamide